NC1=NC=C(C=C1)B1OC(C)(C)C(C)(C)O1 2-aminopyridine-5-boronic acid pinacol ester